Rel-5-(2-((2R,5S)-2-(3-(1-acetylpiperidin-4-yl)phenyl)-5-methylpiperidin-1-yl)-2-oxoacetamido)Nicotinamide C(C)(=O)N1CCC(CC1)C=1C=C(C=CC1)[C@@H]1N(C[C@H](CC1)C)C(C(=O)NC=1C=NC=C(C(=O)N)C1)=O |o1:15,18|